FC=1C=C(C=CC1)NS(=O)(=O)N1CCNCC1 N-(3-fluorophenyl)piperazine-1-sulfonamide